1-(4-methoxybenzyl)-6-oxo-5-(trifluoromethyl)-1,6-dihydropyridine COC1=CC=C(CN2C=CC=C(C2=O)C(F)(F)F)C=C1